(2S)-2-fluoro-2-methyltetrahydro-1H-pyrrolizine F[C@]1(CC2CCCN2C1)C